phenyl-N-propylacetamide C1(=CC=CC=C1)CC(=O)NCCC